(S)-N-(1-cyclopropylethyl)-5-(2,3-dimethyl-3H-imidazo[4,5-b]pyridin-5-yl)pyrrolo[2,1-f][1,2,4]triazin-2-amine C1(CC1)[C@H](C)NC1=NN2C(C=N1)=C(C=C2)C2=CC=C1C(=N2)N(C(=N1)C)C